N-((2-(6-((cis)-2,6-dimethylmorpholino)-3-methylpyridin-2-yl)-1,6-naphthyridin-7-yl)methyl)-4-methyl-3-(methylsulfonyl)benzamide C[C@@H]1O[C@@H](CN(C1)C1=CC=C(C(=N1)C1=NC2=CC(=NC=C2C=C1)CNC(C1=CC(=C(C=C1)C)S(=O)(=O)C)=O)C)C